CN(C(=O)C1=C(C2=C(S1)C=CC=C2)NC(C[N+]2(CCCCCC2)CC(NC=2C1=C(SC2C(N(C)C)=O)C=CC=C1)=O)=O)C 1,1-bis(2-((2-(dimethylcarbamoyl)benzo[b]thiophen-3-yl)amino)-2-oxoethyl)azepan-1-ium